C(CCCC)C1CCC(CC1)C1CCC(CC1)C(=O)OCC(COC(=O)OCCCN(CC)CC)COC(CCCCCCC\C=C/C\C=C/CCCCC)=O 3-(((3-(diethylamino)propoxy)carbonyl)oxy)-2-((((9Z,12Z)-octadeca-9,12-dienoyl)oxy)methyl)propyl (1r,1's,4R,4'R)-4'-pentyl-[1,1'-bi(cyclohexane)]-4-carboxylate